4-{[3-(1,1,2,2,2-pentafluoroethyl)-1H-pyrazol-1-yl]methyl}pyridine FC(C(F)(F)F)(F)C1=NN(C=C1)CC1=CC=NC=C1